3-[3-(3,4-Difluoro-benzyl)-3H-imidazo[4,5-b]pyridin-2-yl]-N-{(S)-1-[4-((S)-3-methyl-piperazin-1-yl)-phenyl]-ethyl}-propionamide FC=1C=C(CN2C(=NC=3C2=NC=CC3)CCC(=O)N[C@@H](C)C3=CC=C(C=C3)N3C[C@@H](NCC3)C)C=CC1F